N-(6-(difluoromethyl)pyridin-2-yl)-2-(1-(2-fluoro-2-(piperidin-4-ylidene)ethyl)piperidin-4-yl)-7-isopropoxyimidazo[1,2-a]pyridine-6-carboxamide HCl salt Cl.FC(C1=CC=CC(=N1)NC(=O)C=1C(=CC=2N(C1)C=C(N2)C2CCN(CC2)CC(=C2CCNCC2)F)OC(C)C)F